NC1=NC=C(C=C1C=1C=CC(N(N1)C1=CC(=CC(=C1)OC)OC)=O)C=1C=NN(C1)C1CCN(CC1)CCOC 6-(2-Amino-5-(1-(1-(2-methoxyethyl)piperidin-4-yl)-1H-pyrazol-4-yl)pyridin-3-yl)-2-(3,5-dimethoxyphenyl)pyridazin-3(2H)-on